4-(dimethylamino)-1-(3-(3-(4-phenoxyphenyl)-1H-pyrazolo[4,3-c]pyridin-1-yl)pyrrolidin-1-yl)but-2-en-1-one CN(CC=CC(=O)N1CC(CC1)N1N=C(C=2C=NC=CC21)C2=CC=C(C=C2)OC2=CC=CC=C2)C